N-[4-[4-(3,5-dichlorophenyl)piperazin-1-yl]sulfonylphenyl]-5-iodo-2-[methyl(methylsulfonyl)amino]benzamide ClC=1C=C(C=C(C1)Cl)N1CCN(CC1)S(=O)(=O)C1=CC=C(C=C1)NC(C1=C(C=CC(=C1)I)N(S(=O)(=O)C)C)=O